BrC1=CC=C2C=3C(C4=C(C(C3NC2=C1)(C)C)C=C(C(=C4)C#N)O)=O 3-Bromo-8-hydroxy-6,6-dimethyl-11-oxo-6,11-dihydro-5H-benzo[b]carbazole-9-carbonitrile